diboron lithium [Li].[B].[B]